C(C)(=O)N1CC=2N(CC1)C(=NC2C=2C=C1C(=NN(C1=CC2)C)C=2C=NN(C2)C)C2CN(C2)C(C)=O 1-(3-(7-acetyl-1-(1-methyl-3-(1-methyl-1H-pyrazol-4-yl)-1H-indazol-5-yl)-5,6,7,8-tetrahydroimidazo[1,5-a]pyrazin-3-yl)azetidin-1-yl)ethan-1-one